(S)-5-(pyrazin-2-yl)-2-((1S,3R)-3-(3-(5-(trifluoromethyl)-1H-pyrazol-1-yl)phenyl)cyclobutyl)-2,5,6,7-tetrahydro-3H-pyrrolo[2,1-c][1,2,4]triazol-3-one N1=C(C=NC=C1)[C@@H]1CCC2=NN(C(N21)=O)C2CC(C2)C2=CC(=CC=C2)N2N=CC=C2C(F)(F)F